Cl.OC1=CC=C(C=C1)NC(=NC1=NC(=CC(=N1)C1=CC(=CC=C1)[N+](=O)[O-])C1=CC=CC=C1)N 1-(4-hydroxyphenyl)-2-(4-(3-nitrophenyl)-6-phenylpyrimidin-2-yl)guanidine hydrochloride